N=1N2C(=C(C1)C1=CC(=NC=C1F)NC1=CC=C(C(=N1)C(=O)N1[C@H](CCC(C1)(F)F)CNC(C)=O)C)CCC2 (R)-N-((1-(6-((4-(5,6-dihydro-4H-pyrrolo[1,2-b]pyrazol-3-yl)-5-fluoropyridin-2-yl)amino)-3-methylpyridine-2-carbonyl)-5,5-difluoropiperidin-2-yl)methyl)acetamide